FC1(CC(CCC1)C(=O)NC1=NC=C(C=C1)C1(CCC1)C(NC1=CC=C(C=C1)F)=O)F 3,3-Difluoro-N-(5-{1-[(4-fluorophenyl)carbamoyl]cyclobutyl}pyridin-2-yl)cyclohexan-1-carboxamid